ethyl (7S,10R)-7-isopropyl-10-methyl-2,4-dioxaspiro[5.5]undecane-3-carboxylate C(C)(C)[C@H]1C2(COC(OC2)C(=O)OCC)C[C@@H](CC1)C